6-(3-bromo-4-fluorobenzyl)-2-oxa-6-azaspiro[3.3]heptane BrC=1C=C(CN2CC3(COC3)C2)C=CC1F